FC(C(=O)O)(F)F.CC1=NNC(=C1C1=CC(=NC=C1)C=1NC(=CN1)C1=CC=CC=C1)C 4-(3,5-Dimethyl-1H-pyrazol-4-yl)-2-(5-phenyl-1H-imidazol-2-yl)pyridine trifluoroacetate salt